propyl bis(2-(thiophen-2-yl) ethyl) phosphite P(OCCC)(OCCC=1SC=CC1)OCCC=1SC=CC1